1-(5-(1,5-naphthyridin-2-yl)pyrrolo[2,1-f][1,2,4]triazin-2-yl)cyclohexane-1,4-diamine N1=C(C=CC2=NC=CC=C12)C=1C=CN2N=C(N=CC21)C2(CCC(CC2)N)N